(E)-1-[2-Hydroxy-4,6-bis(prop-2-enoxy)phenyl]-3-(4-prop-2-enoxyphenyl)prop-2-en-1-one OC1=C(C(=CC(=C1)OCC=C)OCC=C)C(\C=C\C1=CC=C(C=C1)OCC=C)=O